Methyl (4-(2-((3S,8aR)-7-(3-chloro-2-fluoro-6-(1H-tetrazol-1-yl)phenyl)-5-oxo-1,2,3,5,8,8a-hexahydroindolizin-3-yl)-1H-imidazol-5-yl)phenyl)carbamate ClC=1C(=C(C(=CC1)N1N=NN=C1)C1=CC(N2[C@@H](CC[C@@H]2C1)C=1NC(=CN1)C1=CC=C(C=C1)NC(OC)=O)=O)F